N1(C=NC=C1)CCOC1=C2C(=NC(=C1)C1=CN(C3=CN=C(C=C31)NC(C)=O)C)C3(OCC2)COCC3 N-(3-(4'-(2-(1H-imidazol-1-yl)ethoxy)-4,5,5',6'-tetrahydro-2H-spiro[furan-3,8'-pyrano[3,4-b]pyridin]-2'-yl)-1-methyl-1H-pyrrolo[2,3-c]pyridin-5-yl)acetamide